NC1=NC=C(C=C1C=1C=C2CCNC(C2=CC1)=O)C1=C(C=C(C=C1)N1[C@@H](CCCC1)C)F (R)-6-(2-amino-5-(2-fluoro-4-(2-methylpiperidin-1-yl)phenyl)pyridin-3-yl)-3,4-dihydroisoquinolin-1(2H)-one